CS(=O)(=NCC=1N=C2N(C=C(C=C2)C2=NOC(=N2)C(F)(F)F)C1)CC=1N=CN(C1)C methyl((1-methyl-1H-imidazol-4-yl)methyl)(((6-(5-(trifluoromethyl)-1,2,4-oxadiazol-3-yl)imidazo[1,2-a]pyridin-2-yl)methyl)imino)-λ6-sulfanone